3-[5-(difluoromethyl)-1,3,4-thiadiazol-2-yl]-6-fluoro-N-[1-(fluoromethyl)cyclopropyl]-1-(2-methoxyethyl)-2-oxo-benzimidazol-5-sulfonamide FC(C1=NN=C(S1)N1C(N(C2=C1C=C(C(=C2)F)S(=O)(=O)NC2(CC2)CF)CCOC)=O)F